[bis(diphenylphosphino)ferrocene] palladium [Pd].C1(=CC=CC=C1)P(C1=CC=CC=C1)[C-]1C=CC=C1.[C-]1(C=CC=C1)P(C1=CC=CC=C1)C1=CC=CC=C1.[Fe+2]